6-fluoro-5-iodo-[1,2,4]triazolo[1,5-a]pyridine FC=1C=CC=2N(C1I)N=CN2